4-(3-(5-fluoro-2-methoxypyridin-4-yl)-1H-pyrazole-5-carbonyl)-N-(((S)-4,5,6,7-tetrahydro-2H-indazol-5-yl)methyl)-4-azaspiro[2.5]octane-7-carboxamide FC=1C(=CC(=NC1)OC)C1=NNC(=C1)C(=O)N1C2(CC2)CC(CC1)C(=O)NC[C@@H]1CC2=CNN=C2CC1